N[C@H]1CC=CC[C@@H]1C1=C(C2=NC(=CC(=C2S1)NCC#CC)Cl)Br 2-((1S,6S)-6-aminocyclohex-3-en-1-yl)-3-bromo-N-(but-2-yn-1-yl)-5-chlorothieno[3,2-b]pyridin-7-amine